CN1CC=C(C12COCC2)C2=CC=1C(=NC=CC1NC=1C=CC3=C(N=CS3)C1)S2 N-(2-(1-methyl-7-oxa-1-azaspiro[4.4]non-3-en-4-yl)thieno[2,3-b]pyridin-4-yl)benzo[d]-thiazol-5-amine